4-(2-((2-(dinonylamino)ethyl)(nonyl)amino)acetamido)butylpentanoate C(CCCCCCCC)N(CCN(CC(=O)NCCCCOC(CCCC)=O)CCCCCCCCC)CCCCCCCCC